O1CCC2=C1C=CC(=C2)C(=O)N2CC(CCC2)C2=CC(=NC=1N2N=CN1)C 1-[(2,3-Dihydro-1-benzofuran-5-yl)carbonyl]-3-{5-methyl-[1,2,4]triazolo[1,5-a]pyrimidin-7-yl}piperidine